(4-bromo-2,6-difluorophenyl)trimethylsilane BrC1=CC(=C(C(=C1)F)[Si](C)(C)C)F